ClC1=C2C=CC=NC2=C(C=C1)OCC(=O)OCC ethyl (5-chloro-8-quinolineoxy)acetate